BrC1=C(C=NN(C1=O)C)N[C@@H]1C[C@@H](CN(C1)C)C1=CC=C(C=C1)CN1CCN(CC1)C=1C=C2C(N(C(C2=CC1)=O)C1C(NC(CC1)=O)=O)=O 5-[4-[[4-[(3R,5R)-5-[(5-bromo-1-methyl-6-oxo-pyridazin-4-yl)amino]-1-methyl-3-piperidyl]phenyl]methyl]piperazin-1-yl]-2-(2,6-dioxo-3-piperidyl)isoindoline-1,3-dione